C(C)(C)(C)OC(=O)N1CC=2C=CC(=NC2CC1CC(C)C)S(=O)(=O)Cl 2-(Chlorosulfonyl)-7-(2-methylpropyl)-5,6,7,8-tetrahydro-1,6-naphthyridine-6-carboxylic acid tert-butyl ester